dimethylvinylsilyl-(1,2,4-triazole) CC(=C[SiH2]C1=NNC=N1)C